FC=1C=CC=C2NC(C(=NC12)C)=O 8-fluoro-2-methyl-3-oxo-3,4-dihydroquinoxaline